O=C1C=C(NC=C1)C(=O)O Oxo-1,4-dihydropyridine-2-carboxylic acid